2,4,15,17-tetramethyl-5,8,11,14-tetraza-4,14-octadecadiene CC(C)CC(=NCCNCCNCCN=C(CC(C)C)C)C